2,5-Dimethyl-3,5-heptanediol dibenzoate C(C1=CC=CC=C1)(=O)OC(C(C)C)CC(CC)(OC(C1=CC=CC=C1)=O)C